FC(C(F)(F)F)(C1=NC2=C3C(=CC=C2C(=C1)C(F)(F)F)NC(=C3)C(=O)OCC)F ethyl 2-(perfluoroethyl)-4-(trifluoromethyl)-7H-pyrrolo[2,3-h]quinoline-8-carboxylate